C[C@]12CC3(CC(C[C@@](C1)(C3)C)C2)NC(NC2=CC=C(C(=O)N3CCC(CC3)C(=O)N)C=C2)=O 1-(4-{3-[(1r,3R,5S,7r)-3,5-dimethyladamantan-1-yl]ureido}benzoyl)piperidine-4-Carboxamide